The molecule is an S-acyl-4'-phosphopantetheine obtained by formal condensation of the thiol group of D-pantetheine 4'-phosphate with the carboxy group of butyric acid. It has a role as a mouse metabolite. It derives from a butyric acid. It is a conjugate acid of a S-butyryl-4'-phosphopantetheine(2-). CCCC(=O)SCCNC(=O)CCNC(=O)[C@@H](C(C)(C)COP(=O)(O)O)O